tert-butyl 2-[[3-[(1R)-1-[[6-(1-acetyl-4-piperidyl)-8-methyl-7-oxo-pyrido[2,3-d]pyrimidin-4-yl]amino]ethyl]-2-fluoro-phenyl]-difluoro-methyl]morpholine-4-carboxylate C(C)(=O)N1CCC(CC1)C1=CC2=C(N=CN=C2N[C@H](C)C=2C(=C(C=CC2)C(C2CN(CCO2)C(=O)OC(C)(C)C)(F)F)F)N(C1=O)C